perfluorobutyl-sulfonyl chloride FC(C(C(C(F)(F)F)(F)F)(F)F)(S(=O)(=O)Cl)F